N(=[N+]=[N-])[C@H]1C[C@@H](OC[C@@H]1OC)C(=O)N1[C@H](C2=CC=CC=C2CC1)C1=CC=C(C=C1)F ((2R,4S,5R)-4-azido-5-methoxytetrahydro-2H-pyran-2-yl)((S)-1-(4-fluorophenyl)-3,4-dihydroisoquinolin-2(1H)-yl)methanone